S1C(=NC2=C1C=CC=C2)NC=2OC1=C(N2)C=CC=C1 2-(2-benzothiazolylamino)benzoOxazole